ClC1=CC(=C(C(=O)NC2=C(C=CC(=C2)C#N)N2CCC(CC2)OC2=C(C=C(C=C2)F)F)C=C1)OC 4-chloro-N-(5-cyano-2-(4-(2,4-difluorophenoxy)piperidin-1-yl)phenyl)-2-methoxybenzamide